FC([C@@]12CCN(C[C@H]2C1)C1=C(C(=O)NC2=NC(=NC(=C2)C)N2CCC(CC2)(F)F)C=CC(=C1)I)F 2-((1S,6R)-6-(difluoromethyl)-3-azabicyclo[4.1.0]heptan-3-yl)-N-(2-(4,4-difluoropiperidin-1-yl)-6-methylpyrimidin-4-yl)-4-iodobenzamide